Ethyl (((((2R,5R)-4-fluoro-5-(5-methyl-2,4-dioxo-3,4-dihydropyrimidin-1(2H)-yl)-2,5-dihydrofuran-2-yl) oxy) methyl) (phenoxy)phosphoryl)-L-alaninate FC1=C[C@H](O[C@H]1N1C(NC(C(=C1)C)=O)=O)OCP(=O)(OC1=CC=CC=C1)N[C@@H](C)C(=O)OCC